ClCC1=CC2=C(N=C(O2)C)C=C1 6-(chloromethyl)-2-methyl-1,3-benzoxazole